C1(CCCCCCC1)C(NC(=O)C=1C(=NOC1)C)C1=NC2=C(N1)C=CC(=C2F)C2CCNCC2 N-{cyclooctyl-[4-fluoro-5-(piperidin-4-yl)-1H-benzoimidazol-2-yl]methyl}-3-methyl-isoxazole-4-carboxamide